NC1CC(COC1)NC(OC(C)(C)C)=O tert-butyl (5-aminotetrahydro-2H-pyran-3-yl)carbamate